3-(2-((2,4-dinitrophenyl)amino)ethoxy)propanoic acid [N+](=O)([O-])C1=C(C=CC(=C1)[N+](=O)[O-])NCCOCCC(=O)O